CC(C(=O)N[C@H]1CN(CC12CC2)C)(COC2=NC=CC=C2C)C (R)-2,2-dimethyl-N-(5-methyl-5-azaspiro[2.4]hept-7-yl)-3-((3-methylpyridin-2-yl)oxy)propionamide